C1(=CC=CC=C1)C1CC=C(CC1)[N+]#[C-] 4-PHENYLCYCLOHEXENYLISOCYANIDE